C(CCCCCCCCC)[Si](I)(C)C decyl-dimethyl-iodosilane